C(OC(C(CCCC)CC)C(C)(C)C)([O-])=O t-butyl-2-ethylhexyl monocarbonate